(3S,10R)-7-((S)-4-propenoyl-2-methylpiperazin-1-yl)-9-chloro-3-methyl-10-(5-methyl-1H-indazol-4-yl)-5-oxo-2,3-dihydro-5H-[1,4]oxazino[2,3,4-ij]quinoline-6-carbonitrile C(C=C)(=O)N1C[C@@H](N(CC1)C1=C(C(N2C3=C(C(=C(C=C13)Cl)C1=C3C=NNC3=CC=C1C)OC[C@@H]2C)=O)C#N)C